1-(tert-butoxycarbonyl)-L-prolyl-L-alanyl-N1-[4-(hydroxymethyl)phenyl]-N4-trityl-L-aspartamide C(C)(C)(C)OC(=O)N1[C@@H](CCC1)C(=O)N[C@@H](C)C(=O)N[C@@H](CC(=O)NC(C1=CC=CC=C1)(C1=CC=CC=C1)C1=CC=CC=C1)C(=O)NC1=CC=C(C=C1)CO